methyl 2-[6-methoxy-4-[(4-methylphenyl) thio]-5-(trifluoromethyl)-2-pyrimidinyl]-4-pyridinecarboxylate COC1=C(C(=NC(=N1)C1=NC=CC(=C1)C(=O)OC)SC1=CC=C(C=C1)C)C(F)(F)F